COC(=O)C1CC(C1)C(NC=1SC=C(N1)C1=C(C=CC=C1)Cl)=O (1r,3r)-3-((4-(2-chlorophenyl)thiazol-2-yl)carbamoyl)cyclobutane-1-carboxylic acid methyl ester